C1=CC=CC=2C3=CC=CC=C3N(C12)C1=CC=C(C=C1)C1=CC=C(C=C1)N1C2=CC=CC=C2C=2C=CC=CC12 [4,4'-bis(carbazol-9-yl)biphenyl]